O1CC(C1)N1CC=2C=CC(=NC2CC1)COC=1C=CC=2N(N1)C(=NN2)C2=NOC(=C2)C(F)(F)F 3-(6-((6-(oxetane-3-yl)-5,6,7,8-tetrahydro-1,6-naphthyridin-2-yl)methoxy)-[1,2,4]triazolo[4,3-b]pyridazine-3-yl)-5-(trifluoromethyl)isoxazole